(Z)-N-((Z)-amino(2-fluorophenyl)methylene)-3-(4-chlorophenyl)-4-phenyl-N'-((4-(trifluoromethyl)phenyl)sulfonyl)-5,6-dihydropyridazine-1(4H)-carboximidamide N\C(=N/C(=N/S(=O)(=O)C1=CC=C(C=C1)C(F)(F)F)/N1N=C(C(CC1)C1=CC=CC=C1)C1=CC=C(C=C1)Cl)\C1=C(C=CC=C1)F